C(C=C)OC=1C=C(C=CC1)COC=1C=NC=CC1CN [3-[(3-allyloxyphenyl)methoxy]-4-pyridinyl]methylamine